5,10,15,20-tetraphenyl-21H,23H-porphyrin zinc(II) [Zn+2].C1(=CC=CC=C1)C=1C2=CC=C(N2)C(=C2C=CC(C(=C3C=CC(=C(C=4C=CC1N4)C4=CC=CC=C4)N3)C3=CC=CC=C3)=N2)C2=CC=CC=C2